3-(3-(4-(((2,5-difluorophenyl)amino)methyl)benzyl)isoxazol-5-yl)pyridin-2-amine FC1=C(C=C(C=C1)F)NCC1=CC=C(CC2=NOC(=C2)C=2C(=NC=CC2)N)C=C1